NC1=NC(=NC=C1C(C(=O)OCC)(C(=O)OCC)C)SC diethyl 2-(4-amino-2-methylsulfanyl-pyrimidin-5-yl)-2-methyl-propanedioate